C(C1=CC=CC=C1)C1=C(C=C(C=C1C)O)C 4-benzyl-3,5-dimethylphenol